C(CC1=CC=CC=C1)S(=O)(=O)N1CCC(CC1)OC=1C2=C(N=CN1)C=CS2 4-((1-(phenethylsulfonyl)piperidin-4-yl)oxy)thieno[3,2-d]pyrimidine